CC1(OB(OC1(C)C)C1=CC2=C(N(C=N2)C(=O)OC(C)(C)C)C=C1)C tert-butyl 5-(4,4,5,5-tetramethyl-1,3,2-dioxaborolan-2-yl)-1H-benzo[d]imidazole-1-carboxylate